C1(CC1)C1=NN(C2=C(C=CC=C12)OCCCC1=CC=NC=C1)C1=CC=CC=C1 3-cyclopropyl-1-phenyl-7-(3-(pyridin-4-yl)propoxy)-1H-indazole